4-(2,4-difluorophenyl)-2-((2R,4S)-2-(1-(2-fluoroethyl)-1H-pyrazol-4-yl)tetrahydro-2H-pyran-4-yl)-6,7-dimethylpteridine FC1=C(C=CC(=C1)F)C1=NC(=NC2=NC(=C(N=C12)C)C)[C@@H]1C[C@@H](OCC1)C=1C=NN(C1)CCF